(2-hydroxypyridin-3-yl)boronic acid OC1=NC=CC=C1B(O)O